4-(4-amino-2-oxopyrimidin-1(2H)-yl)-2,6-difluorobenzaldehyde NC1=NC(N(C=C1)C1=CC(=C(C=O)C(=C1)F)F)=O